(R)-(5-(1-methylcyclopropyl)-1,3,4-oxadiazol-2-yl)(4-(7-methylpyrazolo[1,5-a]pyridin-2-yl)-6,7-dihydro-1H-imidazo[4,5-c]pyridin-5(4H)-yl)methanone CC1(CC1)C1=NN=C(O1)C(=O)N1[C@H](C2=C(CC1)NC=N2)C2=NN1C(C=CC=C1C)=C2